ClC1=C(C(=CC=C1)Cl)N1CC(C1)C1=CC(=C(CN2CC(C2)C(=O)O)C(=C1)C)C 1-(4-(1-(2,6-dichlorophenyl)azetidin-3-yl)-2,6-dimethylbenzyl)azetidine-3-carboxylic acid